N(=NC(C(=O)[O-])(C)C)C(C(=O)OC)(C)C methyl azobis(isobutyrate)